ClC=1C(=NC(=NC1)N(C)C)NC1=CC2=C(N(C(N2CCC(C)(C)O)=O)C)C=C1 5-((5-chloro-2-(dimethylamino)pyrimidin-4-yl)amino)-3-(3-hydroxy-3-methylbutyl)-1-methyl-1,3-dihydro-2H-benzo[d]imidazol-2-one